(6aR,9R,10aR)-6,6-dimethyl-3-(2-methyloctan-2-yl)-6a,7,8,9,10,10a-hexahydro-6H-benzo[c]chromene-1,9-diol CC1(OC=2C=C(C=C(C2[C@H]2[C@H]1CC[C@H](C2)O)O)C(C)(CCCCCC)C)C